ClC1=C(C=CC=C1)C=1N(C(C(N1)(C1=CC=CC=C1)C1=CC=CC=C1)C1=CC=CC=C1)C1(N=C(C=N1)C1=CC=CC=C1)C1=C(C=CC=C1)Cl 2,2'-bis(o-chlorophenyl)-4,4,5,5'-tetraphenyl-1,2'-biimidazole